1-phenyl-3-(4-ethoxyphenyl)-2-propyne-1-one O-methyl oxime CON=C(C#CC1=CC=C(C=C1)OCC)C1=CC=CC=C1